FC(C=1N(C(C=2NC(=NC2N1)C=1C=CC(=NC1)NS(=O)(=O)C1=CC(=CC=C1)OC)=O)CCC)F N-[5-(2-difluoromethyl-6-oxo-1-propyl-6,7-dihydro-1H-purin-8-yl)-pyridin-2-yl]-3-methoxy-benzenesulfonamide